ClC1=CC(=C(C=N1)C#CC1=CC=C(CN2CCN(CC2)C)C=C1)F (4-((6-chloro-4-fluoropyridin-3-yl)ethynyl)benzyl)-4-methylpiperazine